C(C)(C)(C)OC(=O)N(C1=CC(=NC=2N1N=CC2C(C)C)NC[C@@H]2[C@H](CN(CC2)C(=O)OC(C)(C)C)O)[C@@H](C)C=2SC(=CN2)C tert-butyl (3R,4R)-4-(((7-((tert-butoxycarbonyl) ((S)-1-(5-methyl thiazol-2-yl) ethyl) amino)-3-isopropylpyrazolo[1,5-a]pyrimidin-5-yl) amino) methyl)-3-hydroxypiperidine-1-carboxylate